2-(6-(thiophen-2-yl)-1,2,4,5-tetrazin-3-yl)ethanol S1C(=CC=C1)C1=NN=C(N=N1)CCO